ethyl 3-(bis(4-methoxybenzyl)amino)-2,6-dichloro-5-fluoroisonicotinate COC1=CC=C(CN(C2=C(C(=O)OCC)C(=C(N=C2Cl)Cl)F)CC2=CC=C(C=C2)OC)C=C1